C(C)(=O)O.C(C)(=O)O.C(C1=CC=C(C(=O)OCC)C=C1)(=O)OCC diethyl terephthalate diacetate